C(C)(C)(C)OC(=O)N1N=CC(=C1)C=1C=NC2=CC=C(N=C2C1)I 4-(6-iodo-1,5-naphthyridin-3-yl)-1H-pyrazole-1-carboxylic acid tert-butyl ester